4-(7-(2-chloro-5-fluoropyrimidin-4-yl)quinoxalin-2-yl)morpholine ClC1=NC=C(C(=N1)C1=CC=C2N=CC(=NC2=C1)N1CCOCC1)F